4-((4-cyclopropyl-2-(N-methyl-methanesulfonamido)-phenyl)amino)-N-ethoxy-6-((5-fluoropyridin-3-yl)amino)-nicotinamide C1(CC1)C1=CC(=C(C=C1)NC1=CC(=NC=C1C(=O)NOCC)NC=1C=NC=C(C1)F)N(S(=O)(=O)C)C